4-(2-(2-methoxyl-methoxy-5-fluoro-phenyl)-2-hydroxy-(2-thienyl)ethyl)-pyridine O(C)C1=C(C=C(C=C1OC)F)C(CC1=CC=NC=C1)(O)C=1SC=CC1